2,5,6-trimethyl-3-hydroxybenzoic acid CC1=C(C(=O)O)C(=C(C=C1O)C)C